S1C(=NC2=C1C=CC=C2)C2=CC(=C(OCCCOC1=CC3=C(C=CC(O3)=O)C=C1)C=C2)OC 7-(3-(4-(benzo[d]thiazol-2-yl)-2-methoxyphenoxy)propoxy)-2H-benzopyran-2-one